FC=1C=C(OC2=CC=C(C=C2)N2N=C3N(CCNC3=C2C(=O)N)C2CN(C2)C(C=C)=O)C=CC1 2-[4-(3-fluorophenoxy)phenyl]-7-[1-(prop-2-enoyl)azetidin-3-yl]-4,5,6,7-tetrahydro-2H-pyrazolo[3,4-b]pyrazine-3-carboxamide